tert-Butyl (3R)-4-[[4-(3-cyanophenyl)-5-(2,6-dimethyl-4-pyridyl)thiazol-2-yl]carbamoyl]-3-methyl-piperazine-1-carboxylate C(#N)C=1C=C(C=CC1)C=1N=C(SC1C1=CC(=NC(=C1)C)C)NC(=O)N1[C@@H](CN(CC1)C(=O)OC(C)(C)C)C